3-((E)-4-hydroxy-3-methoxystyryl)-1H-pyrazol OC1=C(C=C(/C=C/C2=NNC=C2)C=C1)OC